(R)-6-(2-amino-3-phenylpropoxy)-1,2-dimethyl-1H-benzo[d]imidazole-7-carboxylic acid methyl ester hydrochloride Cl.COC(=O)C1=C(C=CC2=C1N(C(=N2)C)C)OC[C@@H](CC2=CC=CC=C2)N